O=C1CCNC2=C(O1)C=CC=C2 oxo-2,3,4,5-tetrahydrobenzo[b][1,4]oxazepin